C(OCC1=C(N=NN1C)C1=NC=C(C=C1)Br)(OC1=CC=C(C=C1)[N+](=O)[O-])=O (4-(5-bromopyridin-2-yl)-1-methyl-1H-1,2,3-triazol-5-yl)methyl (4-nitrophenyl) carbonate